(4R)-4-ethyl-3,4-dihydro-2H-5,1,2-benzoxathiazepine 1,1-dioxide C(C)[C@@H]1CNS(C2=C(O1)C=CC=C2)(=O)=O